2-[3'-tert-butyl-5'-(3''-dimethyl-vinylsilylpropoxy)-2'-hydroxyphenyl]-5-methoxybenzotriazole C(C)(C)(C)C=1C(=C(C=C(C1)OCCC[Si](C=C)(C)C)N1N=C2C(=N1)C=CC(=C2)OC)O